5-methyldecane CC(CCCC)CCCCC